CC1(OCCC(C1)S(=O)(=O)Cl)C 2,2-Dimethyloxane-4-sulfonyl chloride